N1=CC=C(C=C1)C=1C(=NN2C1CN(CC2)C(=O)OC(C)(C)C)C2=CC=C(C=C2)OC(F)(F)F tert-butyl 3-(pyridin-4-yl)-2-[4-(trifluoromethoxy)phenyl]-6,7-dihydropyrazolo[1,5-a]pyrazine-5(4H)-carboxylate